BrC1=C(C(=C(C2=NN(N=C21)CC(CCCCCCCC)CCCCCC)Br)F)F 4,7-dibromo-5,6-difluoro-2-(2-hexyldecyl)-2H-benzo[d][1,2,3]triazole